The molecule is a tetratriacontapentaenoate that is the conjugate base of (16Z,19Z,22Z,25Z,28Z)-tetratriacontapentaenoic acid, obtained by deprotonation of the carboxy group; major species at pH 7.3. It is a conjugate base of a (16Z,19Z,22Z,25Z,28Z)-tetratriacontapentaenoic acid. CCCCC/C=C\\C/C=C\\C/C=C\\C/C=C\\C/C=C\\CCCCCCCCCCCCCCC(=O)[O-]